C(#N)[C@H](C[C@@H]1C(NCCC1)=O)NC(=O)[C@@H]1N(C[C@@H]2[C@H]1CC(C2)(F)F)C(=O)C=2NC1=C(C=CC(=C1C2)F)C(F)F (1R,3aS,6aR)-N-((S)-1-cyano-2-((R)-2-oxopiperidin-3-yl)ethyl)-2-(4-fluoro-7-difluoromethyl-1H-indole-2-carbonyl)-5,5-difluorooctahydrocyclopenta[c]pyrrole-1-carboxamide